Butyl-7-[((R)-cyclopropyl-chinolin-3-yl-methyl)-amino]-1H-pyrazolo[4,3-d]pyrimidin C(CCC)N1N=CC=2N=CN=C(C21)N[C@@H](C=2C=NC1=CC=CC=C1C2)C2CC2